2-cyano-1-methyl-1,5,6,7-tetrahydro-4H-indol C(#N)C=1N(C=2CCCCC2C1)C